OCCOC(CO)CO 2-(2-hydroxyethoxy)propane-1,3-diol